(R)-3-[2-(2-methylpyrimidine-5-carbonyl)-6-(3-methyl-1H-pyrrolo[2,3-b]pyridin-5-yl)-tert-butyl 1,2,3,4-tetrahydroisoquinolin-8-yl]morpholine-4-carboxylate CC1=NC=C(C=N1)C(=O)N1C(C2=C(C=C(C=C2CC1)C=1C=C2C(=NC1)NC=C2C)[C@H]2N(CCOC2)C(=O)[O-])C(C)(C)C